FC1=CC(=C(OC=2N=NC(=C(C2C(=O)NC2=CC(=CC=C2)S(N)(=O)=O)C)C(F)(F)F)C=C1)C 3-(4-fluoro-2-methylphenoxy)-5-methyl-N-(3-sulfamoylphenyl)-6-(trifluoromethyl)pyridazine-4-carboxamide